4-(3-chloro-2-fluoro-6-methoxyphenyl)-6-cyanonicotinic acid ClC=1C(=C(C(=CC1)OC)C1=CC(=NC=C1C(=O)O)C#N)F